C1(CC1)CC=1OC(=CN1)C=1C=CC(=NC1C1=CC=C2C=CC=NC2=C1)C#N 5-(2-(Cyclopropylmethyl)oxazol-5-yl)-6-(chinolin-7-yl)picolinonitril